NC=1OC2=C(N1)C=C(C=C2)N2C(N1C(CN(C(C1)C)C(=O)OC(C)(C)C)=C2C(NCC2=C(C=CC=C2)C2=NC=NC=C2)=O)=O tert-butyl 2-(2-amino-1,3-benzoxazol-5-yl)-6-methyl-3-oxo-1-({[2-(pyrimidin-4-yl)phenyl]methyl}carbamoyl)-5H,6H,8H-imidazo[1,5-a]pyrazine-7-carboxylate